ClC1=CC=C2C(=NC=NC2=C1)NC(CCCN(CC)CC=1OC=CN1)C 2-((4-((7-chloroquinazolin-4-yl)amino)pentyl)(oxazol-2-ylmethyl)amino)ethan